C1(=CC=CC=C1)C1=NN=C(S1)N 5-phenyl-1,3,4-thiadiazol-2-amine